8-[2-(hydroxymethyl)-2-methylpentyl]pyrido[2,3-d]pyrimidin-7(8H)-one OCC(CN1C(C=CC2=C1N=CN=C2)=O)(CCC)C